C(C)(C)(C)OC(=O)N1CCN(CCC1)C(C1=CC(=CC=C1)C=1OC(=CC1)C=C1C(NC2=CC=C(C=C12)Cl)=O)=O tert-butyl-4-(3-(5-((5-chloro-2-oxoindolin-3-ylidene)methyl)furan-2-yl)benzoyl)-1,4-diazepane-1-carboxylate